(R)-N-(3-(1-((2-Amino-5-(1-cyclopropyl-1H-pyrazol-4-yl)pyridin-3-yl)oxy)ethyl)phenyl)-3-(dimethylamino)benzamid NC1=NC=C(C=C1O[C@H](C)C=1C=C(C=CC1)NC(C1=CC(=CC=C1)N(C)C)=O)C=1C=NN(C1)C1CC1